(1RS,2RS,7SR,8RS,9E)-9-ethylidene-3-oxatricyclo[6.2.1.0~2,7~]undecane C(/C)=C/1\[C@H]2[C@@H]3CCCO[C@@H]3[C@@H](C1)C2 |r|